O[C@@H]1CN(CC1)C(=O)C1=CC(=C2CN(C(C2=C1)=O)C1=CC(=CC=C1)[C@@H](CC1=NOC=C1C(F)(F)F)C)C(F)(F)F 6-[(3S)-3-hydroxypyrrolidine-1-carbonyl]-4-(trifluoromethyl)-2-[3-[(2R)-1-[4-(trifluoromethyl)-1,2-oxazol-3-yl]propan-2-yl]phenyl]-2,3-dihydro-1H-isoindol-1-one